NC(CNC1=NC(=C2C(=N1)N(N=C2)C)NC(C)(C)C)C2=CC(=C(C=C2)F)F N6-[2-amino-2-(3,4-difluorophenyl)ethyl]-N4-tert-butyl-1-methyl-pyrazolo[3,4-d]pyrimidine-4,6-diamine